C1(=CC=CC=C1)N(C(O)=O)C1=C(N=NS1)C(=O)OCC.ClC1=CC=C(CNC(=O)C=2N=NSC2NC(=O)NCCN2CCOCC2)C=C1 1-(4-(4-Chlorobenzylcarbamoyl)-1,2,3-thiadiazol-5-yl)-3-(2-morpholinoethyl)urea Phenyl-4-(ethoxycarbonyl)-1,2,3-thiadiazol-5-ylcarbamate